2-{3-[(2R,6S)-2,6-dimethylmorpholine-4-carbonyl]-5,6-dihydrocyclopenta[c]pyrazol-1(4H)-yl}-1-[4-(4-methylphenyl)piperidin-1-yl]ethan-1-one C[C@@H]1CN(C[C@@H](O1)C)C(=O)C=1C2=C(N(N1)CC(=O)N1CCC(CC1)C1=CC=C(C=C1)C)CCC2